ClC1=C(CN2CCC(CC2)C(CCCC)=O)C=CC=C1 1-(1-(2-chlorobenzyl)piperidin-4-yl)pentan-1-one